methyl 2-(4-oxopiperidin-1-yl)-2-phenylacetate O=C1CCN(CC1)C(C(=O)OC)C1=CC=CC=C1